C1C(CC12CCNCC2)OC2=CC=C(C=C2)C=2C=1C(=C(SC1N1C(=NN=C1[C@@H](N2)CC=2OC=CN2)C)C)C 2-[[(9S)-7-[4-(7-Azaspiro[3.5]nonan-2-yloxy)phenyl]-4,5,13-trimethyl-3-thia-1,8,11,12-tetrazatricyclo[8.3.0.02,6]trideca-2(6),4,7,10,12-pentaen-9-yl]methyl]oxazole